3-((3-((1-(7-(3-(7-(4-(2-Hydroxyethyl)piperazin-1-yl)-2-methyl-3-phenyl-pyrazolo[1,5-a]pyrimidin-5-yl)phenyl)heptyl)piperidin-4-yl)amino)phenyl)amino)piperidine-2,6-dione OCCN1CCN(CC1)C1=CC(=NC=2N1N=C(C2C2=CC=CC=C2)C)C=2C=C(C=CC2)CCCCCCCN2CCC(CC2)NC=2C=C(C=CC2)NC2C(NC(CC2)=O)=O